N1S(NCCC12CN(CCC2)C(=O)OC(C)(C)C)(=O)=O tertbutyl 2-thia-1,3,8-triazaspiro[5.5]undecane-8-carboxylate 2,2-dioxide